ClC=1C(=C(C=NC1OC1=CC=CC2=C1C(CO2)(C)C)N)C 5-chloro-6-((3,3-dimethyl-2,3-dihydrobenzofuran-4-yl)oxy)-4-methylpyridin-3-amine